farnesyl-phosphonic acid C(C=C(C)CCC=C(C)CCC=C(C)C)P(O)(O)=O